5-((4-methylpiperazin-1-yl)methyl)isoindoline-2-carboxylic acid tert-butyl ester C(C)(C)(C)OC(=O)N1CC2=CC=C(C=C2C1)CN1CCN(CC1)C